C1(CC1)C1=CC(=NN1C1CC2(CN(C2)C(=O)C2=C(C=CC(=C2)O)F)C1)C1=C(C=CC(=C1)F)C (6-(5-Cyclopropyl-3-(5-fluoro-2-methylphenyl)-1H-pyrazol-1-yl)-2-azaspiro[3.3]hept-2-yl)(2-fluoro-5-hydroxyphenyl)methanone